hydroxy-2,3-dimethylazetidin ON1C(C(C1)C)C